CN1C(=N\C(\C1=O)=C/C1=CC2=CN(N=C2C=C1)C)NC1=NC=CC=C1 (5Z)-3-Methyl-5-[(2-methylindazol-5-yl)methylene]-2-(2-pyridylamino)imidazol-4-one